methyl N-[(E,1S)-6-(dimethylamino)-6-oxo-1-[[2-oxo-1-[(6-phenoxy-9H-purin-8-yl)methyl]-3-pyridyl]carbamoyl]hex-4-enyl]carbamate CN(C(/C=C/CC[C@@H](C(NC=1C(N(C=CC1)CC=1NC2=NC=NC(=C2N1)OC1=CC=CC=C1)=O)=O)NC(OC)=O)=O)C